(S)-4-methoxy-2-((1-(5-(1-phenylcyclopropyl)-1,2,4-oxadiazol-3-yl)ethyl)carbamoyl)pyridin-3-yl isobutyrate C(C(C)C)(=O)OC=1C(=NC=CC1OC)C(N[C@@H](C)C1=NOC(=N1)C1(CC1)C1=CC=CC=C1)=O